N-(4-(cis-bicyclo[3.1.0]hexan-3-yloxy)-3-fluorophenyl)-2-(tetrahydro-5H-[1,3]dioxolo[4,5-c]pyrrol-5-yl)-5-(2,2,2-trifluoroethyl)oxazole-4-carboxamide C12CC(CC2C1)OC1=C(C=C(C=C1)NC(=O)C=1N=C(OC1CC(F)(F)F)N1CC2C(C1)OCO2)F